tert-butyl 4-(1-(5-cyclobutyloxy-2-(1-methyl-1H-pyrazol-4-yl)-4-nitrophenyl)piperidin-4-yl)piperazine-1-carboxylate C1(CCC1)OC=1C(=CC(=C(C1)N1CCC(CC1)N1CCN(CC1)C(=O)OC(C)(C)C)C=1C=NN(C1)C)[N+](=O)[O-]